(R)-benzyl-2-chloro-6-(3-(2-cyclopropoxyphenoxy)piperidin-1-yl)pyrazine C(C1=CC=CC=C1)C=1C(=NC(=CN1)N1C[C@@H](CCC1)OC1=C(C=CC=C1)OC1CC1)Cl